NC([C@@](CO)(C)NC(=O)C1=C(OC2=C1C=C(C=C2)C=2N=NN(C2)C2=CC=CC=C2)C)=O (S)-N-(1-amino-3-hydroxy-2-methyl-1-oxopropan-2-yl)-2-methyl-5-(1-phenyl-1H-1,2,3-triazol-4-yl)benzofuran-3-carboxamide